((S)-1-(((S)-1-hydroxy-3-((S)-2-oxopyrrolidin-3-yl)propan-2-yl)amino)-1-oxohexan-2-yl)carbamic acid (R)-2-(3-chlorophenyl)-2-methyl-1-phenylpropyl ester ClC=1C=C(C=CC1)C([C@@H](C1=CC=CC=C1)OC(N[C@H](C(=O)N[C@H](CO)C[C@H]1C(NCC1)=O)CCCC)=O)(C)C